1-(2,8-diazaspiro[4.5]decane-8-carbonyl)-1H-pyrazole-3-carboxylic acid C1NCCC12CCN(CC2)C(=O)N2N=C(C=C2)C(=O)O